S-(p-tolyl) 4-nitrothiobenzoate [N+](=O)([O-])C1=CC=C(C(=O)SC2=CC=C(C=C2)C)C=C1